7-(8-methyl-2,3-dihydro-1H-pyrido[2,3-b][1,4]oxazin-7-yl)quinazoline-2,5-diamine CC1=C(C=NC=2OCCNC21)C=2C=C(C=1C=NC(=NC1C2)N)N